C(C)C=1C(NC=2C=C(C=NC2C1)CN1CCN([C@H]2CC[C@@H]12)C=1C=CC(=NC1)C(=O)NC)=C=O 5-((1S,6R)-5-((7-ethyl-6-carbonyl-5,6-dihydro-1,5-naphthyridin-3-yl)methyl)-2,5-diazabicyclo[4.2.0]octane-2-yl)-N-methylpyridine-2-carboxamide